(1R,3S)-3-{3-[(1,2-oxazol-5-ylacetyl)amino]-1H-pyrazol-5-yl}cyclopentyl[(2S)-2-methylbutyl]carbamate O1N=CC=C1CC(=O)NC1=NNC(=C1)[C@@H]1C[C@@H](CC1)N(C([O-])=O)C[C@H](CC)C